N-(2,3-Dihydroxy-propyl)-2-(6,6-dimethyl-11-oxo-6,11-dihydro-benzo[b]naphtho[2,3-d]furan-8-yloxy)-acetamide OC(CNC(COC=1C=C2C(C3=C(C4=C(O3)C=CC=C4)C(C2=CC1)=O)(C)C)=O)CO